tert-butyl (2S,6S)-4-(2,6-difluoro-4-nitro-phenyl)-2,6-dimethyl-piperazine-1-carboxylate FC1=C(C(=CC(=C1)[N+](=O)[O-])F)N1C[C@@H](N([C@H](C1)C)C(=O)OC(C)(C)C)C